2-(4-amino-5-fluoro-7H-pyrrolo[2,3-d]pyrimidin-7-yl)acetic acid NC=1C2=C(N=CN1)N(C=C2F)CC(=O)O